OC(=O)C(F)(F)F.CC1(CC1)C(=O)N1[C@@H](CNCC1)C (R)-(1-methylcyclopropyl)(2-methylpiperazin-1-yl)methanone TFA salt